Fmoc-N-methyl-Alanine C(=O)(OCC1C2=CC=CC=C2C2=CC=CC=C12)N([C@@H](C)C(=O)O)C